ClC1=CC=NC2=C1N(CC=1N2N=C(N1)C)C 6-chloro-2,5-dimethyl-4,5-dihydropyrido[3,2-e][1,2,4]triazolo[1,5-a]pyrazine